C1=CC(=C(C(=C1)Cl)C(=O)O)Cl The molecule is a chlorobenzoic acid carrying two chloro groups at positions 2 and 6 respectively. It has a role as a bacterial xenobiotic metabolite. It is a chlorobenzoic acid and a dichlorobenzene. It derives from a benzoic acid. It is a conjugate acid of a 2,6-dichlorobenzoate.